FC(C1(CC1)NCC1CC2(CN(C2)C(=O)OC(C)(C)C)C1)(F)F tert-butyl 6-[[[1-(trifluoromethyl)cyclopropyl] amino] methyl]-2-azaspiro[3.3]heptane-2-carboxylate